(R)-5-methyl-3-(trifluoromethyl)-7,8,9,10-tetrahydro-5H-pyrazino[1,2-a]pyrido[3,2-e]pyrazin-6(6aH)-one CN1C([C@@H]2N(C3=C1C=C(C=N3)C(F)(F)F)CCNC2)=O